1,3,8-trihydroxy-6-methyl-anthraquinone OC1=CC(=CC=2C(C3=CC(=CC(=C3C(C12)=O)O)C)=O)O